((((S)-1-(2-ethylbutoxy)-1-oxopropan-2-yl)amino)(4-nitrophenoxy)Phosphoryl)-L-alanine cyclohexyl ester C1(CCCCC1)OC([C@@H](NP(=O)(OC1=CC=C(C=C1)[N+](=O)[O-])N[C@H](C(=O)OCC(CC)CC)C)C)=O